C1(=CC=CC=C1)C1=C(C(=NN=N1)C1=C(C=CC=C1)C=1[Se]C2=C(C1C1=C(C(=CC=3C4=CC=CC=C4CC13)C)C)C=CC=C2)C2=C(C=CC=C2)C2=CC=CC=C2 [Phenyl(biphenylyl)triazinyl][(dimethylfluorenyl)benzoselenophenyl]benzene